((S)-2,2-dimethyltetrahydro-2H-pyran-4-yl)-N-methyl-1-(6-(5-oxo-4,5-dihydro-1,2,4-oxadiazol-3-yl)-3-oxabicyclo[3.1.0]hex-6-yl)-N-phenyl-1H-indole-2-carboxamide CC1(OCC[C@@H](C1)C1=C(N(C2=CC=CC=C12)C1(C2COCC12)C1=NOC(N1)=O)C(=O)N(C1=CC=CC=C1)C)C